ClC=1C=C(C=CC1)NC(N(C)C1CN(CC1)C#N)=O 3-(3-chlorophenyl)-1-(1-cyanopyrrolidin-3-yl)-1-methylurea